C1(CCC1)CNCC=1NC2=CC(=CC=C2C1)CN1N=NC(=C1)C=1C(=NC=C(C1)F)C#N 3-(1-((2-(((cyclobutylmethyl)amino)methyl)-1H-indol-6-yl)methyl)-1H-1,2,3-triazol-4-yl)-5-fluoropicolinonitrile